C(CCCCCCCCCCC)N(C(CCCCCCCCC=C)=O)C12CC3CC(CC(C1)C3)C2 N-dodecyl-N-adamantyl-undecylenamide